NC=1C=C(C=CC1)C(\C=C\C1=CC=C(C=C1)OC)=O (E)-1-(3-aminophenyl)-3-(4-methoxyphenyl)prop-2-en-1-one